3-(3,5-Dimethyl-4-pivaloyloxyphenyl)-5,7-di-tert-butyl-benzofuran-2-on CC=1C=C(C=C(C1OC(C(C)(C)C)=O)C)C1C(OC2=C1C=C(C=C2C(C)(C)C)C(C)(C)C)=O